C1(=CC=CC=C1)C(CCN(CC(C)(C)OC(C(=CC)CCCCCN)=O)C)C1=CC=CC=C1 3-aminoethylpropyl-2-butenoic acid-2-[(3,3-diphenyl propyl) methylamino]-1,1-dimethylethyl ester